FC1([C@@H]([C@@H](N(C1)C(=O)C1CC(C1)F)CC=1C(=C(C=CC1)C1=CC(=CC(=C1)F)F)F)NS(=O)(=O)C)F N-{(2S,3R)-4,4-difluoro-1-(3-fluorocyclobutane-1-carbonyl)-2-[(2,3',5'-trifluoro[1,1'-biphenyl]-3-yl)methyl]pyrrolidin-3-yl}methanesulfonamide